C(C)(=O)NC1=NC=CC(=C1)C1=C(N=C(N1COCC[Si](C)(C)C)SC)C=1C=CC(=C(C1)NC(CC1=C(C=CC=C1F)F)=O)F N-(5-(5-(2-acetamidopyridin-4-yl)-2-(methylthio)-1-((2-(trimethylsilyl)ethoxy)methyl)-1H-imidazol-4-yl)-2-fluorophenyl)-2-(2,6-difluorophenyl)acetamide